O=C(CNC(OC(C)(C)C)=O)N1CCNCC1 tert-butyl (2-oxo-2-(piperazin-1-yl)ethyl)carbamate